FC=1C=CC2=C(C(CC3=NC=CC=C3O2)CN)C1 (8-fluoro-10,11-dihydrobenzo[6,7]oxepino[3,2-b]pyridin-10-yl)methanamine